ClC1=C(C(=O)C2=CC=CC=C2)C=CC(=C1)Cl 2,4-dichlorobenzophenone